C(#N)C=1C=NN2C1C(=CC(=C2)C=2N=NN(C2C)C2CCN(CC2)C(=O)OC(C)(C)C)OC(C)C=2SC(=NN2)C tert-Butyl 4-[4-[3-cyano-4-[1-(5-methyl-1,3,4-thiadiazol-2-yl)ethoxy]pyrazolo[1,5-a]pyridin-6-yl]-5-methyl-triazol-1-yl]piperidine-1-carboxylate